5-(3-(((1-Cyclohexyl-1H-tetrazol-5-yl)methyl)(methyl)amino)-1,2,4-oxadiazol-5-yl)pyridin-3-ol C1(CCCCC1)N1N=NN=C1CN(C1=NOC(=N1)C=1C=C(C=NC1)O)C